(E)-1-[4-[3-[2-[(7-Chloroquinolin-4-yl)amino]ethylamino]-2-hydroxypropoxy]phenyl]-3-(3,4-dimethoxyphenyl)prop-2-en ClC1=CC=C2C(=CC=NC2=C1)NCCNCC(COC1=CC=C(C=C1)C\C=C\C1=CC(=C(C=C1)OC)OC)O